3,5-Difluoro-4-([6-Methoxy-7-(Trifluoromethoxy)Quinolin-4-yl]Oxylphenyl)-4-Methoxypyridine-3-Carboxamide FC1(C=NC=C(C1(OC)C1=C(C=CC=C1)OC1=CC=NC2=CC(=C(C=C12)OC)OC(F)(F)F)F)C(=O)N